CC=1C=C(C=NC1)C(=O)N1CCN(CC1)C(C1=CC=NC=C1)C1=CC=CC=C1 (5-methylpyridin-3-yl)(4-(phenyl(pyridin-4-yl)methyl)piperazin-1-yl)methanone